[Si](C)(C)(C(C)(C)C)OCCN1N=CC(=C1O[C@H](CNC)C)C=1C=C2C(=NN(C2=CC1)C1OCCCC1)C=C (2S)-2-[2-[2-[tert-butyl(dimethyl)silyl]oxyethyl]-4-(1-tetrahydropyran-2-yl-3-vinyl-indazol-5-yl)pyrazol-3-yl]oxy-N-methyl-propan-1-amine